NCCOCCN1CCN(CC1)CCOCCNC(OC(C)(C)C)=O Tert-Butyl N-[2-[2-[4-[2-(2-aminoethoxy)ethyl]piperazin-1-yl]ethoxy]ethyl]carbamate